(S)-4-(2-(5-methyl-1,3,4-thiadiazol-2-ylamino)-2-(2-phenylthiazol-4-yl)ethyl)phenylaminosulfonic acid CC1=NN=C(S1)N[C@@H](CC1=CC=C(C=C1)NS(=O)(=O)O)C=1N=C(SC1)C1=CC=CC=C1